tri(triethylsilyl)phosphine C(C)[Si](CC)(CC)P([Si](CC)(CC)CC)[Si](CC)(CC)CC